C(C1CO1)O[C-]1C=CC=C1.[CH-]1C=CC=C1.[Fe+2] ferrocenyl glycidyl ether